2-(2,3-Dihydrobenzo[b][1,4]dioxin-2-yl-6-d)-4,5-dihydro-1H-imidazole O1C2=C(OCC1C=1NCCN1)C=C(C=C2)[2H]